N1(CCCC1)C1=C(C=CC(=N1)NC=1N=C2N(N=CC=C2)C1C#N)C(=O)N1CCCC1 [6-(pyrrolidin-1-yl)-5-(pyrrolidine-1-carbonyl)pyridin-2-ylamino]imidazo[1,2-b]pyridazine-3-carbonitrile